3-cyclopenta-1,3-dienyl-propyl propionate C(CC)(=O)OCCCC1=CC=CC1